[1,1'-biphenyl]-4-yl-(4-(difluoromethyl)quinolin-2-yl)(phenyl)phosphorus oxide C1(=CC=C(C=C1)P(C1=CC=CC=C1)(C1=NC2=CC=CC=C2C(=C1)C(F)F)=O)C1=CC=CC=C1